C(C)OC(=O)N1CCN(CCC1)C1CCC2(C(NC3=CC(=CC=C23)C)=O)CC1 4-(6'-methyl-2'-oxo-1',2'-dihydrospiro[cyclohexane-1,3'-indol]-4-yl)-1,4-diazepan-1-carboxylic acid ethyl ester